(1R,3R)-3-[(tert-butoxycarbonyl)amino]cyclopentane-1-carboxylic acid C(C)(C)(C)OC(=O)N[C@H]1C[C@@H](CC1)C(=O)O